C(C)S(=O)(=O)C=1C(=NC=C(C1)N1N=C(C=C1)C(F)(F)F)C=1OC2=C(N1)C=C(C=C2)N=S(C(F)(F)F)=O [2-[3-Ethylsulfonyl-5-[3-(trifluoromethyl)pyrazol-1-yl]-2-pyridyl]-1,3-benzoxazol-5-yl]iminooxo(trifluoromethyl)-λ6-sulfan